[1-(2-{6-azaspiro[2.5]oct-6-yl}-4-bromophenyl)-1H-1,2,3-triazol-4-yl]-2-(4,4-difluoropiperidin-1-yl)pyrimidin-4-ol C1CC12CCN(CC2)C2=C(C=CC(=C2)Br)N2N=NC(=C2)C=2C(=NC(=NC2)N2CCC(CC2)(F)F)O